diphenylmethylene(cyclopentadienyl)(2-(dimethylamino)-7-isopropyl-9-fluorenyl)zirconium dichloride [Cl-].[Cl-].C1(=CC=CC=C1)C(C1=CC=CC=C1)=[Zr+2](C1C2=CC(=CC=C2C=2C=CC(=CC12)N(C)C)C(C)C)C1C=CC=C1